Cl.Cl.ClC1=C(C=CC(=C1)C=1C=2N(C=CN1)N=CC2)CN (2-chloro-4-(pyrazolo[1,5-a]pyrazin-4-yl)phenyl)methylamine dihydrochloride